10-(2-chloropyrimidin-4-yl)-6,7,8,9-tetrahydropyrido[1,2-a]indole ClC1=NC=CC(=N1)C1=C2N(C3=CC=CC=C13)CCCC2